4-(3-methyl-2-oxo-1-((2-(Trimethylsilyl)ethoxy)methyl)-2,3-dihydro-1H-benzo[d]imidazol-4-yl)piperazine-1-carboxylic acid tertButyl ester C(C)(C)(C)OC(=O)N1CCN(CC1)C1=CC=CC=2N(C(N(C21)C)=O)COCC[Si](C)(C)C